(S)-N-(2-methoxy-4-(4-methylpiperazin-1-yl)phenyl)-4-(3-phenylisoxazolidin-2-yl)-7H-pyrrolo[2,3-d]pyrimidin-2-amine COC1=C(C=CC(=C1)N1CCN(CC1)C)NC=1N=C(C2=C(N1)NC=C2)N2OCC[C@H]2C2=CC=CC=C2